1-(4-(6-chloro-8-fluoro-7-(2-fluoro-6-hydroxyphenyl)-2-(2-(pyrimidin-2-yl)ethoxy)quinazolin-4-yl)piperazin-1-yl)prop-2-en-1-one ClC=1C=C2C(=NC(=NC2=C(C1C1=C(C=CC=C1O)F)F)OCCC1=NC=CC=N1)N1CCN(CC1)C(C=C)=O